O=C1NCC2=CC(=CC=C12)B(O)O (1-oxoisoindolin-5-yl)boronic acid